N1(CCNCCC1)C1=CC=C(C(=O)N(C)CCCO)C=C1 4-(1,4-diazacycloheptan-1-yl)-N-(3-hydroxypropyl)-N-methylbenzamide